Cl.OC1(CCN(CC1)C)C(=O)O 4-hydroxy-1-methylpiperidine-4-carboxylic acid hydrochloride